C(#N)C=1C=C(C=CC1)C1=CC(=NC(=N1)N[C@@H](C(=O)O)C)C=1N=NN(C1)CC1=NC(=CC=C1)C(C)(C)C (R)-2-[6-(m-cyanophenyl)-4-(1-{[6-(tert-butyl)-2-pyridinyl]methyl}-1H-1,2,3-triazol-4-yl)-2-pyrimidinylamino]propionic acid